[Br-].C[NH2+]C N,N-dimethylammonium bromide